2-methoxy-4-((2-(2-(4-methylpiperazin-1-yl)ethoxy)pyridin-4-yl)oxy)aniline COC1=C(N)C=CC(=C1)OC1=CC(=NC=C1)OCCN1CCN(CC1)C